NC1=C(C=CC(=C1F)NCC1=CC=C(C=C1)C(F)(F)F)NC(CCCCCC[C@H](CF)F)=O (8R)-N-(2-Amino-3-fluoro-4-((4-(trifluoromethyl)benzyl)amino)phenyl)-8,9-difluorononanamid